N-(2-chloro-3-(3-chloro-2-(3-(difluoromethoxy)-4-formylphenyl)pyridin-4-yl)phenyl)-5-(3-fluoropropyl)-1-methyl-4,5,6,7-tetrahydro-1H-imidazo[4,5-c]pyridine-2-carboxamide ClC1=C(C=CC=C1C1=C(C(=NC=C1)C1=CC(=C(C=C1)C=O)OC(F)F)Cl)NC(=O)C=1N(C2=C(CN(CC2)CCCF)N1)C